1,3,5-tri(3-isocyanato-4-methylphenyl)-1,3,5-triazine-2,4,6(1H,3H,5H)-trione N(=C=O)C=1C=C(C=CC1C)N1C(N(C(N(C1=O)C1=CC(=C(C=C1)C)N=C=O)=O)C1=CC(=C(C=C1)C)N=C=O)=O